tert-Butyl 4-(4-((3-fluoro-5-(methoxycarbonyl)benzyl)amino)-2,3-dihydro-furo-[3,2-c]pyridin-7-yl)-1H-pyrazole-1-carboxylate FC=1C=C(CNC2=NC=C(C3=C2CCO3)C=3C=NN(C3)C(=O)OC(C)(C)C)C=C(C1)C(=O)OC